BrC=1C=C(C=C(C1)NCCN)NC(=O)NC1=C(C(=CC=C1)Br)CO 1-[3-bromo-5-(2-aminoethylamino)phenyl]-3-(3-bromo-2-hydroxymethylphenyl)urea